3-(1H-imidazol-1-yl)-N-((trans)-4-methoxycyclohexyl)isoquinoline-1-carboxamide N1(C=NC=C1)C=1N=C(C2=CC=CC=C2C1)C(=O)N[C@@H]1CC[C@H](CC1)OC